2-(p-fluorophenyl)ethylamine FC1=CC=C(C=C1)CCN